C1=C(C=CC=2OC3=C(C21)C=CC=C3)N dibenzo[b,d]furan-2-amine